NC=1N=C(SC1C(=O)C1=CC=CC=C1)NC1=CC(=C(C=C1)OC(F)F)F {4-amino-2-[4-(difluoromethoxy)-3-fluoroanilino]-1,3-thiazol-5-yl}(phenyl)methanone